C(C)(C)(C)C=1C=C(C(=C(O)C1)O)O 5-tertButylpyrogallol